FC1=C(OC=2N=CC(=NC2)NC([C@H](C)N2CC(N(CC2)C(=O)[C@H]2CNC(CO2)=O)(C)C)=O)C=CC(=C1)F (S)-N-(5-(2,4-difluorophenoxy)pyrazin-2-yl)-2-(3,3-dimethyl-4-((R)-5-oxomorpholine-2-carbonyl)piperazin-1-yl)propanamide